FCC(NCCC[C@@H](C=1OC(=CN1)C)NC(=O)C1=CC2=CC=CC(=C2C=C1OC)OC)=N (S)-N-(4-(2-fluoroacetimidamido)-1-(5-methyloxazol-2-yl)butyl)-3,5-dimethoxy-2-naphthamide